ClC=1C=NN2C1N=C(NC1=C2C=CC=C1)C1=C(C=CC=C1N1CCOCC1)F 3-chloro-5-(2-fluoro-6-morpholino-phenyl)-6H-pyrazolo[1,5-a][1,3,5]benzotriazepin